3-chloro-2-methyl-propyl-trichlorosilane ClCC(C[Si](Cl)(Cl)Cl)C